C(C)OC(=O)C1=C(OC2=C1C=C(C=C2)C=C2CCCC2)C.CN(C)CC2=C(C=C(N)C=C2)C(F)(F)F 4-[(Dimethylamino)methyl]-3-(trifluoromethyl)aniline ethyl-5-(cyclopentylidenemethyl)-2-methylbenzofuran-3-carboxylate